(4S)-7-chloro-6-(3-fluoro-2-pyridyl)-2,4-dimethyl-8-(trifluoromethyl)-4H-imidazo[1,2-a][1,4]benzodiazepine ClC1=C(C=CC2=C1C(=N[C@H](C=1N2C=C(N1)C)C)C1=NC=CC=C1F)C(F)(F)F